C(C)OC(=O)C=1N(N=C(C1)C1=CC=CC=C1)C(C)C 2-isopropyl-5-phenyl-2H-pyrazole-3-carboxylic acid ethyl ester